tert-butyl 4-((S)-4-((S)-2-((((3-chlorobenzyl)oxy)carbonyl)amino)-3-cyclohexylpropanamido)-5-oxopentanoyl)-2-phenylpiperazine-1-carboxylate ClC=1C=C(COC(=O)N[C@H](C(=O)N[C@@H](CCC(=O)N2CC(N(CC2)C(=O)OC(C)(C)C)C2=CC=CC=C2)C=O)CC2CCCCC2)C=CC1